5-(4-tert-butylphenyl)-1,2,4-triazole C(C)(C)(C)C1=CC=C(C=C1)C1=NC=NN1